C12CC3(CC2C1)C1CCC(C3N)C1 rac-spiro[bicyclo[2.2.1]heptane-2,3'-bicyclo[3.1.0]hexan]-3-amine